[2-[[(1S)-2-[(1S,2S)-2-(2,4-difluorophenyl)-1,3-dimethyl-butoxy]-1-methyl-2-oxo-ethyl]carbamoyl]-4-meth-oxy-3-pyridyl]oxymethyl 2-methylpropanoate CC(C(=O)OCOC=1C(=NC=CC1OC)C(N[C@H](C(=O)O[C@H]([C@@H](C(C)C)C1=C(C=C(C=C1)F)F)C)C)=O)C